ClC1=CC2=C(C=N1)C(=NN2C2=NC(=NC=C2)C(C)(F)F)N2CCCC2 6-chloro-1-(2-(1,1-difluoroethyl)pyrimidin-4-yl)-3-(pyrrolidin-1-yl)-1H-pyrazolo[4,3-c]pyridine